4,4-diisothiocyanatodihydro-stilbene-2,2-disulfonic acid N(=C=S)C1(CC(C(CC1)C=CC1=CC=CC=C1)(S(=O)(=O)O)S(=O)(=O)O)N=C=S